1-[5-(2-fluorophenyl)-1-(pyridine-3-sulfonyl)-1H-pyrrol-3-yl]N-methyl-methylamine monofumarate C(\C=C\C(=O)O)(=O)O.FC1=C(C=CC=C1)C1=CC(=CN1S(=O)(=O)C=1C=NC=CC1)CNC